ClCC1CC2=NC=CC=C2O1 (chloromethyl)-2,3-dihydrofuro[3,2-b]pyridine